3,4-di(diisopropylphosphino)-thiophene C(C)(C)P(C1=CSC=C1P(C(C)C)C(C)C)C(C)C